(R)-N-(3-Hydroxy-4-(4-(2-methoxyphenyl)piperazin-1-yl)butyl)-2-methyl-3-oxo-2-azaspiro[4.5]decane-8-carboxamide O[C@H](CCNC(=O)C1CCC2(CC(N(C2)C)=O)CC1)CN1CCN(CC1)C1=C(C=CC=C1)OC